(2-(trimethylsilyl) ethyl) phenyl carbonate C(OCC[Si](C)(C)C)(OC1=CC=CC=C1)=O